((trifluoromethyl)sulfonyl)quinolin FC(S(=O)(=O)C1=NC2=CC=CC=C2C=C1)(F)F